CC1=C(C=CC(=C1)C)NC(=O)N1C2CNCC1CC2 N-(2,4-dimethylphenyl)-3,8-diazabicyclo[3.2.1]Octane-8-carboxamide